N-[(4-cyclobutyl-2,5-dioxoimidazolidin-4-yl)methyl]-4'-(trifluoromethyl)[biphenyl]-2-carboxamide C1(CCC1)C1(NC(NC1=O)=O)CNC(=O)C=1C(=CC=CC1)C1=CC=C(C=C1)C(F)(F)F